2-bromo-4'-tert-butyl-1,1'-biphenyl BrC1=C(C=CC=C1)C1=CC=C(C=C1)C(C)(C)C